C(C)(C)(C)OC(CC(=O)C=1SC2=C(C1)C(=C(C(=C2)OC)Br)F)=O 3-(5-bromo-4-fluoro-6-methoxy-benzothien-2-yl)-3-oxo-propionic acid tert-butyl ester